1-(2,4-dichlorophenyl)-4-{2'-ethoxy-[2,3'-bipyridin]-5-yl}-N-[(2S)-1-(methylamino)propan-2-yl]piperidine-4-carboxamide ClC1=C(C=CC(=C1)Cl)N1CCC(CC1)(C(=O)N[C@H](CNC)C)C=1C=CC(=NC1)C=1C(=NC=CC1)OCC